1-(4-(4-((2-(2-fluorophenyl)pyrazolo[1,5-a][1,3,5]triazin-4-yl)amino)phenyl)piperazin-1-yl)ethan-1-one FC1=C(C=CC=C1)C1=NC=2N(C(=N1)NC1=CC=C(C=C1)N1CCN(CC1)C(C)=O)N=CC2